3-tert-Butyl-[1,2,4]oxadiazole-5-carboxylic acid {6-[2-(1-isopropyl-5-methyl-1H-pyrazol-3-yl)-3H-imidazo[4,5-b]pyridin-7-yl]-1,2,3,4-tetrahydro-naphthalen-1-yl}-amide C(C)(C)N1N=C(C=C1C)C1=NC=2C(=NC=CC2C=2C=C3CCCC(C3=CC2)NC(=O)C2=NC(=NO2)C(C)(C)C)N1